[Si](C1=CC=CC=C1)(C1=CC=CC=C1)(C(C)(C)C)OCC[C@H](CCC)NC=1C2=C(N=C(N1)NC(OC)=O)C=NN2CC=2C=CC(=C1C=CC=NC21)CO methyl (S)-(7-((1-((tert-butyldiphenylsilyl)oxy)hexan-3-yl)amino)-1-((5-(hydroxymethyl)quinolin-8-yl)methyl)-1H-pyrazolo[4,3-d]pyrimidin-5-yl)carbamate